N1=CC=C(C=C1)OB(O)O pyridin-4-yl-boric acid